(R)-N-((4-chlorophenyl)(piperidin-4-yl)methyl)-4-(trifluoromethoxy)benzenesulfonamide ClC1=CC=C(C=C1)[C@H](NS(=O)(=O)C1=CC=C(C=C1)OC(F)(F)F)C1CCNCC1